1-(4-((1H-imidazol-1-yl)methyl)phenyl)-3-(4-chlorobenzyl)urea N1(C=NC=C1)CC1=CC=C(C=C1)NC(=O)NCC1=CC=C(C=C1)Cl